(-)-2,2-difluoro-7-(4-(methoxycarbonyl)phenyl)-8-azaspiro[4.5]dec-6-ene-8-carboxylic acid tert-butyl ester C(C)(C)(C)OC(=O)N1C(=CC2(CCC(C2)(F)F)CC1)C1=CC=C(C=C1)C(=O)OC